3-(3-ethyl-4-oxo-spiro[6,8-dihydro-5H-pyrazolo[4,3-c]azepine-7,4'-tetrahydropyran]-1-yl)propyl 5-methylpyrimidine-2-carboxylate CC=1C=NC(=NC1)C(=O)OCCCN1N=C(C=2C(NCC3(CCOCC3)CC21)=O)CC